(S)-2-ethyl-5-((4-((2-hydroxy-1-phenylethyl)amino)-5-(5-(pyridin-3-yl)-1,3,4-oxadiazol-2-yl)pyridin-2-yl)amino)-3,3-dimethylisoindolin-1-one C(C)N1C(C2=CC=C(C=C2C1(C)C)NC1=NC=C(C(=C1)N[C@H](CO)C1=CC=CC=C1)C=1OC(=NN1)C=1C=NC=CC1)=O